PYRROLESULFONAMIDE N1C(=CC=C1)S(=O)(=O)N